NC1=CC=C(C=C1)C1(CC(C2=CC=C(C=C12)N)(C)C)C 1-(4-aminophenyl)-2,3-dihydro-1,3,3-trimethyl-1H-inden-6-amine